C(C1=CC=CC=C1)N1CN(C2=C1C=CC=C2)C 1-benzyl-3-methylbenzimidazole